(R)-3-(anthracene-2-yl)-3-phenylindolin-2-one C1=C(C=CC2=CC3=CC=CC=C3C=C12)[C@]1(C(NC2=CC=CC=C12)=O)C1=CC=CC=C1